C(CCC\C=C/CC)OC(CCC(=O)OCC(COC(CCCCCCOC(C(CCCCCC)CCCC)=O)=O)CO)OCCCC\C=C/CC 2-butyloctanoic acid 7-(3-((4,4-bis(((Z)-oct-5-en-1-yl) oxy) butanoyl) oxy)-2-(hydroxymethyl) propoxy)-7-oxoheptyl ester